BrC=1C=C(NC2(CCC3(N(C(C4=CC=CC=C34)=O)C3=CC=C(C=C3)OC)CC2)C#N)C=CC1 (1s,4s)-4-(3-bromoanilino)-2'-(4-methoxyphenyl)-3'-oxo-2',3'-dihydrospiro[cyclohexane-1,1'-isoindole]-4-carbonitrile